N=1SN=C2C1C=CC(=C2)C[C@H]2C[C@@H](N(C2)C(=O)O)C(=O)O (2R,4S)-4-(benzo[c][1,2,5]thiadiazol-5-ylmethyl)pyrrolidine-1,2-dicarboxylic acid